(1s,4s)-4-(8-(2-chloro-4-cyano-6-fluorophenylamino)-2-(oxepan-4-ylamino)-9H-purin-9-yl)cyclohexanecarboxamide ClC1=C(C(=CC(=C1)C#N)F)NC=1N(C2=NC(=NC=C2N1)N[C@@H]1CCOCCC1)C1CCC(CC1)C(=O)N